C(C)(=O)OC1=C(C(=C2C(CC(OC2=C1)C1=CC=C(C=C1)OC(C)=O)=O)O)CC=C1CCCC1 Acetic acid 4-[7-acetoxy-6-(2-cyclopentylidene-ethyl)-5-hydroxy-4-oxo-chroman-2-yl]-phenyl Ester